O=C1NC2=C(OC1)C(=CC=N2)OC2=CC(=C(C=C2)NC(OCC(Cl)(Cl)Cl)=O)C(F)(F)F 2,2,2-trichloroethyl N-[4-[(3-oxo-4H-pyrido[3,2-b][1,4]oxazin-8-yl)oxy]-2-(trifluoromethyl)phenyl]carbamate